ClC=1C=C2C(OCC=3C=CN=CC3C3=C(C=C(C(NS(C(C1OC)=C2)(=O)=O)=C3)F)F)=O 13-chloro-19,21-difluoro-14-methoxy-16,16-dioxo-9-oxa-16λ6-thia-4,17-diazatetracyclo[16.3.1.111,15.02,7]tricosa-1(21),2(7),3,5,11,13,15(23),18(22),19-nonaen-10-one